Tert-butyl (S)-(1-(2-(1-(cyclopropylmethyl)-1H-indol-2-yl)-9-fluoro-1-methyl-5-oxo-1,5,7,8-tetrahydro-6H-imidazo[4,5-g]isoquinolin-6-yl)-3-fluoropropan-2-yl)carbamate C1(CC1)CN1C(=CC2=CC=CC=C12)C1=NC=2C(=C(C=3CCN(C(C3C2)=O)C[C@@H](CF)NC(OC(C)(C)C)=O)F)N1C